C(C)(C)(C)N1C(C=2C=CC=C(C2CC1)S(=O)(=O)Cl)=O 2-tert-butyl-1-oxo-3,4-dihydroisoquinoline-5-sulfonyl chloride